C(CCCCCCCCCC=CCCCC)CC(=O)[O-] 11-hexadecenylacetate